(R)-7-bromo-5-((1-(dimethylamino)propan-2-yl)oxy)-N-(5-fluoroquinolin-6-yl)quinazolin-4-amine BrC1=CC(=C2C(=NC=NC2=C1)NC=1C(=C2C=CC=NC2=CC1)F)O[C@@H](CN(C)C)C